FC1=CC=C(C=C1)C=1N=NSC1 4-(4-fluorophenyl)-1,2,3-thiadiazole